tris((2,6-dimethylheptane-4-yl)oxy)(2-ethoxyphenyl)silane CC(C)CC(CC(C)C)O[Si](C1=C(C=CC=C1)OCC)(OC(CC(C)C)CC(C)C)OC(CC(C)C)CC(C)C